Cl.O1CCN(CC1)CC(=O)N1CCN(CC1)C1=CC=C(C=C1)CCC(=O)O 3-(4-(4-(2-morpholinoacetyl)piperazin-1-yl)phenyl)propanoic acid hydrochloride